C(C)(C)(C)OC(NC1=CC(=NC=C1)C(COCC1CC1)NS(=O)C(C)(C)C)=O (±)-(2-(1-((Tert-butylsulfinyl)amino)-2-(cyclopropylmethoxy)ethyl)pyridin-4-yl)carbamic acid tert-butyl ester